OCC12CCC(CC1)(C2)C(=O)O 4-(hydroxymethyl)bicyclo[2.2.1]heptane-1-carboxylic acid